Cl.CN(C)CC1CN(CCC1(C1=CC(=CC=C1)OC)O)C(C(C)(C1=CC=CC=C1)C)=O 1-(3-((Dimethylamino)methyl)-4-hydroxy-4-(3-methoxyphenyl)piperidin-1-yl)-2-methyl-2-phenylpropan-1-one hydrochloride